fluoromethyl difluoroethyl ether FC(COCF)F